NC1=C(/C(=N/OC(C2=CC=CC=C2)=O)/N)C=C(C=N1)Br (Z)-2-amino-N'-(benzoyloxy)-5-bromonicotinamidine